5-((4-(2,3-difluorophenyl)piperazin-1-yl)methyl)-2-(2,4-dioxotetrahydropyrimidine-1(2H)-yl)isoindoline-1,3-dione FC1=C(C=CC=C1F)N1CCN(CC1)CC=1C=C2C(N(C(C2=CC1)=O)N1C(NC(CC1)=O)=O)=O